C(#N)C(C(=O)OCC)C(=O)[O-] ethyl cyanomalonate